ClCC(=O)NC1=CC2=C(N(C=N2)C)C=C1 2-chloro-N-(1-methyl-1H-benzo[d]imidazol-5-yl)acetamide